6-methoxyimidazo[1,2-a]pyridine COC=1C=CC=2N(C1)C=CN2